((2S,4S)-4-(6-fluoro-7-(2-fluoro-6-methoxyphenyl)-8-methyl-4-((S)-1-((S)-1-methylpyrrolidin-2-yl)ethoxy)-1H-[1,2,3]triazolo[4,5-c]quinolin-1-yl)piperidin-2-yl)acetonitrile FC1=C(C(=CC=2C3=C(C(=NC12)O[C@@H](C)[C@H]1N(CCC1)C)N=NN3[C@@H]3C[C@H](NCC3)CC#N)C)C3=C(C=CC=C3OC)F